FC1=C(C=CC=C1)C1=CC=CN=N1 6-(2-fluorophenyl)pyridazin